ClC1=NC2=CC=C(C=C2C(=N1)C(COC1OCCCC1)(CC1CCOCC1)C1=CC=CC=C1)I 2-chloro-6-iodo-4-(2-phenyl-1-((tetrahydro-2H-pyran-2-yl)oxy)-3-(tetrahydro-2H-pyran-4-yl)propan-2-yl)Quinazoline